(7aS,11aS,Z)-5,8,8,11a-tetramethyl-2,3,6,7,7a,8,9,10,11,11a-decahydrobenzo[b]oxonine C/C=1/CC[C@@H]2[C@@](OCC\C1)(CCCC2(C)C)C